2-(2-chloro-4-methylphenyl)propan-2-amine hydrochloride Cl.ClC1=C(C=CC(=C1)C)C(C)(C)N